C(C)(=O)C1=C(C(=O)C2=CC=CC=C2)C(=CC=C1)C(C)=O 2,6-diacetyl-p-benzophenone